N-Allyl-N-methyl-methanesulfonamide C(C=C)N(S(=O)(=O)C)C